C=C[C@H]1CN2CC[C@H]1C[C@H]2[C@@H](C3=C4C=C(C=CC4=NC=C3)O)O 4-((R)-hydroxy((1S,2S,4S,5R)-5-vinylquinuclidin-2-yl)methyl)quinolin-6-ol